N-[(1S)-1-[5-(7-methoxy-2-methylquinolin-6-yl)-1H-imidazol-2-yl]-7-(1,3-oxazol-2-yl)-7-oxoheptyl]-1,4-dioxane-2-carboxamide COC1=C(C=C2C=CC(=NC2=C1)C)C1=CN=C(N1)[C@H](CCCCCC(=O)C=1OC=CN1)NC(=O)C1OCCOC1